7-(tetrahydro-2H-pyran-4-yl-3,4-d2)quinolin-2(1H)-one O1CC(C(CC1)([2H])C1=CC=C2C=CC(NC2=C1)=O)[2H]